C(C)S(=O)(=O)N1C[C@@H]2C([C@@H]2C1)C#CC=1C(=C(C(=CC1)O)N1CC(NS1(=O)=O)=O)F 5-(3-(((1R,5S,6S)-3-(ethylsulfonyl)-3-azabicyclo[3.1.0]hexan-6-yl)ethynyl)-2-fluoro-6-hydroxyphenyl)-1,2,5-thiadiazolidin-3-one 1,1-dioxide